2,6-Difluoro-3-(6-(((1s,3s)-3-methoxycyclobutyl)(methyl)amino)-1-methyl-1H-pyrazolo[4,3-c]pyridin-3-yl)-5-(trifluoromethyl)phenol FC1=C(C(=C(C=C1C1=NN(C2=C1C=NC(=C2)N(C)C2CC(C2)OC)C)C(F)(F)F)F)O